CC=1C=NC=C(C1[C@H](C)OC=1C=C2C(=NN(C2=CC1)C1OCCCC1)C=1C=NC(=CC1)F)C 5-[(1S)-1-(3,5-Dimethyl-4-pyridyl)ethoxy]-3-(6-fluoro-3-pyridyl)-1-tetrahydropyran-2-yl-indazole